COC(C1=C(C=C(C=C1)OC1CC(C1)N1CCOC2(C1)CCN(CC2)C2=CC=C(C=C2)C(NC2C(C(C2(C)C)OC2=CC(=C(C(=C2)C)C#N)C)(C)C)=O)OC)=O 4-[3-[9-[4-[[3-(4-cyano-3,5-dimethyl-phenoxy)-2,2,4,4-tetramethyl-cyclobutyl]carbamoyl]phenyl]-1-oxa-4,9-diazaspiro[5.5]undecan-4-yl]cyclobutoxy]-2-methoxy-benzoic acid methyl ester